Vanadium-lithium [Li].[V]